C1(=CC=CC=C1)C1=NN(C(=C1C(C)(C)C)O)C1=NC=CC=C1 3-phenyl-4-tert-butyl-1-(pyridin-2-yl)-1H-pyrazol-5-ol